(trifluoromethoxy)-1,3-benzoxazol-2-amin FC(OC1=CC=CC2=C1N=C(O2)N)(F)F